2'-Fluorothymidine-5'-triphosphate P(O)(=O)(OP(=O)(O)OP(=O)(O)O)OC[C@@H]1[C@H](C([C@@H](O1)N1C(=O)NC(=O)C(C)=C1)F)O